COC1=C(C=C2C(=C(C(N(C2=C1)C)=O)C#N)N1CCC(CC1)C=1OC2=C(N1)C=C(C=C2)C)C 7-methoxy-1,6-dimethyl-4-[4-(5-methyl-1,3-benzooxazol-2-yl)piperidin-1-yl]-2-oxo-1,2-dihydroquinoline-3-carbonitrile